C1=CC=CC=2C3=CC=CC=C3C(C12)COC(NCCOCCC(N(CCN(C(CCOCCOCCC(=O)O)=O)C)CCNC)=O)=O 1-(9H-fluoren-9-yl)-14-methyl-11-(2-(methylamino)ethyl)-3,10,15-trioxo-2,7,18,21-tetraoxa-4,11,14-triazatetracosan-24-oic acid